BrC1=CC=2C3=C(N(C2C=C1)C)C(N(N=C3)CC3=NN(C=C3)C)=O 8-bromo-5-methyl-3-((1-methyl-1H-pyrazol-3-yl)methyl)-3H-pyridazino[4,5-b]indol-4(5H)-one